6-fluoro-5-(4-((5-fluoro-2-methoxy-3-oxo-4H-quinoxalin-6-yl)methyl)piperazin-1-yl)-N-(Methyl-d3)pyridine-2-carboxamide FC1=C(C=CC(=N1)C(=O)NC([2H])([2H])[2H])N1CCN(CC1)CC=1C(=C2NC(C(=NC2=CC1)OC)=O)F